(S)-4-amino-1-methyl-4,5,6,7-tetrahydro-1H-indole-2-carbonitrile N[C@@H]1C=2C=C(N(C2CCC1)C)C#N